N-(p-isopropoxycarbonylphenyl)benzoxazolium C(C)(C)OC(=O)C1=CC=C(C=C1)[N+]1=COC2=C1C=CC=C2